ClC1=CC=C(C=C1)O 4-chloro-phenol